3-methylbutan-3-en-1-ol CC(CCO)=C